(dimethylamino)-benzoate CN(C)C1=C(C(=O)[O-])C=CC=C1